azetidine-1-carboxamide citrate C(CC(O)(C(=O)O)CC(=O)O)(=O)O.N1(CCC1)C(=O)N